C(C)(C)NCC(CO)O 3-isopropylamino-1,2-propanediol